(E)-3-(4-hydroxyphenyl)-1-(6-(methylthio)benzofuran-2-yl)prop-2-en-1-one OC1=CC=C(C=C1)/C=C/C(=O)C=1OC2=C(C1)C=CC(=C2)SC